C(C)(C)N[C@@H]1CNC[C@H]1C (3S,4R)-N-Isopropyl-4-methylpyrrolidin-3-amine